FC(C=1C(=C(C=CC1)C(C)NC1=NC=2N(C3=CN=C(C=C13)N1CCC(CC1)(F)F)C=CN2)F)F [1-(3-Difluoromethyl-2-fluoro-phenyl)-ethyl]-[7-(4,4-difluoro-piperidin-1-yl)-3,4,8,9b-tetraaza-cyclopenta[a]naphthalen-5-yl]-amine